CCS(=O)(=O)OC1=CC=2C(=NC=C(N2)C2=NC(=CN=C2)C2CC2)C=N1 (2-(6-Cyclopropylpyrazin-2-yl) pyrido[3,4-b]Pyrazin-7-yl) methylmethanesulfonate